2-[4-[(2-butyl-4-oxo-1,3-diazaspiro[4.4]non-1-en-3-yl)methyl]-2-(ethoxymethyl)phenyl]-N-(4,5-dimethyl-1,2-oxazol-3-yl)benzenesulfonamide C(CCC)C1=NC2(C(N1CC1=CC(=C(C=C1)C1=C(C=CC=C1)S(=O)(=O)NC1=NOC(=C1C)C)COCC)=O)CCCC2